NCCC(CS)S 4-amino-1,2-butanedithiol